tert-butyl (S)-2-((2-(2,6-difluoro-4-bromophenyl)-7-methylimidazo[1,2-a]pyridin-3-yl)-methyl)morpholine-4-carboxylate FC1=C(C(=CC(=C1)Br)F)C=1N=C2N(C=CC(=C2)C)C1C[C@H]1CN(CCO1)C(=O)OC(C)(C)C